3-Amino-5-phenyl-1,2,4-triazole-1-acetic acid NC1=NN(C(=N1)C1=CC=CC=C1)CC(=O)O